(1R,3S,5R)-2-(2-(3-acetyl-7-methyl-5-(2-methylpyrimidin-5-yl)-1H-indazol-1-yl)acetyl)-N-((S)-1-hydroxy-3-phenylpropan-2-yl)-5-methyl-2-azabicyclo[3.1.0]hexane-3-carboxamide C(C)(=O)C1=NN(C2=C(C=C(C=C12)C=1C=NC(=NC1)C)C)CC(=O)N1[C@@H]2C[C@@]2(C[C@H]1C(=O)N[C@H](CO)CC1=CC=CC=C1)C